3-bromo-5-fluoro-4-iodo-pyridine BrC=1C=NC=C(C1I)F